CC1=C(C=CC(=C1)N1[C@H]2CN([C@@H](C1)C2)C)NC2=NC=C(C(=N2)NCCCN2C(OCCC2)=O)C(F)(F)F 3-(3-((2-((2-methyl-4-((1R,4R)-5-methyl-2,5-diazabicyclo[2.2.1]heptan-2-yl)phenyl)amino)-5-(trifluoromethyl)pyrimidin-4-yl)amino)propyl)-1,3-oxazinan-2-one